3-(2-chlorophenyl)-N-methyl-1,2,4-thiadiazol-5-amine ClC1=C(C=CC=C1)C1=NSC(=N1)NC